ClC=1C=C(C=CC1C(F)(F)F)N1C=NN(C1=O)CC1=CC(=C(OC(C(=O)O)(C)C)C(=C1)C)C 2-(4-((4-(3-Chloro-4-(trifluoromethyl)phenyl)-5-oxo-4,5-dihydro-1H-1,2,4-triazol-1-yl)methyl)-2,6-dimethylphenoxy)-2-methylpropionic acid